(1R,4R)-4-((5-amino-8-(cyclopropylethynyl)pyrido[4,3-d]pyrimidin-2-yl)amino)cyclohexan-1-ol NC1=NC=C(C=2N=C(N=CC21)NC2CCC(CC2)O)C#CC2CC2